N-(2,3-methylenedioxybenzyl)-1-(2,5-dimethoxy-4-chlorophenyl)-2-aminoethane C1OC2=C(CNCCC3=C(C=C(C(=C3)OC)Cl)OC)C=CC=C2O1